(1S,2S,4R,6S)-2-(hydroxymethyl)-2-(methoxymethyl)-6-methylquinuclidin-3-one OC[C@]1(N2[C@H](C[C@H](C1=O)CC2)C)COC